C(CC(C)C)C1=CC=C(C=C1)C(=C)C1=CC=C(C=C1)[SiH](C)C 1-[4-(isopentyl)phenyl]-1-(4'-dimethylsilanylphenyl)ethylene